3-bromo-6-(2-(ethoxymethoxy)-6-methyl-4-(trifluoromethyl)phenyl)-2H-pyrazolo[3,4-b]pyrazine BrC=1NN=C2N=C(C=NC21)C2=C(C=C(C=C2C)C(F)(F)F)OCOCC